(R)-3-piperidinol N1C[C@@H](CCC1)O